Valeronitril C(CCCC)#N